BrC1=CC=C(C=C1)[C@](C)(C#C)C=1N=C(SC1)NC(=O)N1CC(C1)CO (S)-N-(4-(2-(4-bromophenyl)but-3-yn-2-yl)thiazol-2-yl)-3-(hydroxymethyl)azetidine-1-carboxamide